methyl (R)-6-chloro-3-((1-(6-chloro-2-(4,4-difluoropiperidin-1-yl)-3-methyl-4-oxo-3,4-dihydropyrido[3,2-d]pyrimidin-8-yl)ethyl)amino)picolinate ClC1=CC=C(C(=N1)C(=O)OC)N[C@H](C)C1=CC(=NC2=C1N=C(N(C2=O)C)N2CCC(CC2)(F)F)Cl